FC=1C(=C(C=CC1F)C1C(OC(C1C)(C(F)(F)F)C)C(=O)N[C@@H]1[C@H](C1)C=1C=NN(C1)C)OC 3-(3,4-difluoro-2-methoxyphenyl)-4,5-dimethyl-N-((1S,2R)-2-(1-methyl-1H-pyrazol-4-yl)cyclopropyl)-5-(trifluoromethyl)tetrahydrofuran-2-carboxamide